(E)-5-{2-[4-(diethylphenylsiloxy) phenylchloromethylsulfonyl] vinyl}-2-hydroxyphenyl-3-chloro-2-methoxybenzoate C(C)[Si](OC1=CC=C(C=C1)C(S(=O)(=O)/C=C/C=1C=CC(=C(C1)OC(C1=C(C(=CC=C1)Cl)OC)=O)O)Cl)(C1=CC=CC=C1)CC